(2S,4R)-1-(2-(3-acetyl-5-(2-methylpyrimidin-5-yl)-1H-indazol-1-yl)acetyl)-N-(5-methyl-1-(2,2,2-trifluoroethyl)-1H-pyrazol-3-yl)-4-fluoropyrrolidine-2-carboxamide C(C)(=O)C1=NN(C2=CC=C(C=C12)C=1C=NC(=NC1)C)CC(=O)N1[C@@H](C[C@H](C1)F)C(=O)NC1=NN(C(=C1)C)CC(F)(F)F